C1(CC1)C1=C(C(=NO1)C1=C(C=CC=C1Cl)Cl)CO[C@H]1[C@@H]2CN([C@H](C1)C2)C2=CC=C(C=C2)C2(CCC2)C(=O)OC methyl 1-[4-[(1S,4S,5R)-5-[[5-cyclopropyl-3-(2,6-dichlorophenyl)-1,2-oxazol-4-yl]methoxy]-2-azabicyclo[2.2.1]heptan-2-yl]phenyl]cyclobutane-1-carboxylate